Methyl 2-(2-(2-(4-(((allyloxy)carbonyl)amino)phenyl)thiazole-4-carboxamido)acrylamido)acrylate C(C=C)OC(=O)NC1=CC=C(C=C1)C=1SC=C(N1)C(=O)NC(C(=O)NC(C(=O)OC)=C)=C